methyl 3-(3-(isoquinolin-4-yl)-2,4-dioxo-6-(trifluoromethyl)-3,4-dihydroquinazolin-1(2H)-yl)-2-methylpropanoate C1=NC=C(C2=CC=CC=C12)N1C(N(C2=CC=C(C=C2C1=O)C(F)(F)F)CC(C(=O)OC)C)=O